ClC=1C=CC2=C(N(C=3N=C(C=CC3C2=O)N(CC(F)(F)F)CCOC)CC(=O)[O-])C1SC.[Na+] sodium 2-(8-chloro-2-((2-methoxyethyl)(2,2,2-trifluoroethyl)amino)-9-(methylthio)-5-oxobenzo[b][1,8]naphthyridin-10(5H)-yl)acetate